C(C)N1C(=NN(C1=O)C=1C=C2C(=CN(C(C2=CC1F)=O)C1=C(C=CC=C1)C)C(=C)C)CO 6-(4-ethyl-3-(hydroxymethyl)-5-oxo-4,5-dihydro-1H-1,2,4-triazol-1-yl)-7-fluoro-4-(prop-1-en-2-yl)-2-(o-tolyl)isoquinolin-1(2H)-one